5-chloro-2-[(6-chloro-3-piperazin-1-yl-4-quinolinyl)amino]benzoic acid ClC=1C=CC(=C(C(=O)O)C1)NC1=C(C=NC2=CC=C(C=C12)Cl)N1CCNCC1